tetrasodium diacetate C(C)(=O)[O-].C(C)(=O)[O-].[Na+].[Na+].[Na+].[Na+]